12-[2-(methoxymethoxy)phenyl]-3-methyl-4,8,10,11-tetrazatricyclo[7.4.0.02,7]trideca-1(9),2(7),10,12-tetraene COCOC1=C(C=CC=C1)C=1N=NC=2NC=3CCNC(C3C2C1)C